2-(1-[(2,2-difluorocyclopropyl)methyl]-3-{[3-(methoxymethyl)-1-methyl-1H-pyrazol-4-yl]amino}-1H-indazol-5-yl)propan-2-ol FC1(C(C1)CN1N=C(C2=CC(=CC=C12)C(C)(C)O)NC=1C(=NN(C1)C)COC)F